N-[(3-Fluoropyridin-4-yl)methyl]-2-[(3R)-3-methyl-[1,4'-bipiperidine]-1'-yl]-1,3-thiazole-5-carboxamide FC=1C=NC=CC1CNC(=O)C1=CN=C(S1)N1CCC(CC1)N1C[C@@H](CCC1)C